OCC(=O)N(CCO)C=1C(=C(C(=C(C(=O)N)C1I)I)C(=O)N)I 5-(2-hydroxy-N-(2-hydroxyethyl)acetamido)-2,4,6-triiodoisophthalamide